(2-(3-((2-methoxyethoxy)methyl)phenyl)thiazole-4-carbonyl)-Z-serinate COCCOCC=1C=C(C=CC1)C=1SC=C(N1)C(=O)N[C@@H](CO)C(=O)[O-]